FC=1C=C(C=CC1)NC=1SC=C(N1)C=1SC(=C(N1)C1=CC=CC=C1)C(C)C N-(3-fluorophenyl)-5-isopropyl-4-phenyl-[2,4'-bithiazole]-2'-amine